(2-bromo-ethyl)-triethylammonium chloride [Cl-].BrCC[N+](CC)(CC)CC